[C@@H]12N([C@H](C[C@H]2C1)C(=O)OCC)C(=O)OCC1=CC=CC=C1 2-benzyl 3-ethyl (1R,3R,5R)-2-azabicyclo[3.1.0]hexane-2,3-dicarboxylate